C1(=CC=CC=C1)CCCN1N=NC(=C1)CCC(CCCCCCCC)[Si](OC)(OC)OC 1-(Phenylpropyl)-4-[3-(trimethoxysilyl)undecyl]-1H-1,2,3-triazole